Methyl 5-((tert-butoxycarbonyl) (4-methoxybenzyl) amino)-4-methoxypyrazolo[1,5-a]pyridine-3-carboxylate C(C)(C)(C)OC(=O)N(C1=C(C=2N(C=C1)N=CC2C(=O)OC)OC)CC2=CC=C(C=C2)OC